mono-glyceryl monostearate C(CCCCCCCCCCCCCCCCC)(=O)OCC(O)CO